1-(4-methyl-1H-imidazol-2-yl)-2-oxoimidazoline-4-carbonitrile CC=1N=C(NC1)N1C(NC(C1)C#N)=O